3-(6-(benzo[d]thiazol-2-ylamino)-5-(trifluoromethyl)pyridazin-3-yl)-7-chloroimidazo[1,2-a]pyridine-8-carboxylic acid methyl ester COC(=O)C=1C=2N(C=CC1Cl)C(=CN2)C=2N=NC(=C(C2)C(F)(F)F)NC=2SC1=C(N2)C=CC=C1